chloro-N2-(4-(4-(dimethylamino)piperidin-1-yl)-2-methoxyphenyl)-N4-(1-(methylsulfonyl)-1,2,3,4-tetrahydroquinolin-8-yl)pyrimidine-2,4-diamine ClC=1C(=NC(=NC1)NC1=C(C=C(C=C1)N1CCC(CC1)N(C)C)OC)NC=1C=CC=C2CCCN(C12)S(=O)(=O)C